N-(8-chloroimidazo[1,2-a]pyridin-6-yl)-N'-(2-chloro-8-(propan-2-yl)imidazo[1,2-b]pyridazin-7-yl)urea ClC=1C=2N(C=C(C1)NC(=O)NC1=C(C=3N(N=C1)C=C(N3)Cl)C(C)C)C=CN2